3-chloro-6-(2,6-difluorophenyl)-N-(1-(methylsulfonyl)piperidin-4-yl)imidazo[1,2-b]pyridazin-8-amine ClC1=CN=C2N1N=C(C=C2NC2CCN(CC2)S(=O)(=O)C)C2=C(C=CC=C2F)F